6-((2-(1-(cyclopropylsulfonyl)-1H-pyrazol-4-yl)pyrimidin-4-yl)amino)-4-(isopropylamino)-N-(1-(methylsulfonyl)piperidin-4-yl)nicotinamide C1(CC1)S(=O)(=O)N1N=CC(=C1)C1=NC=CC(=N1)NC1=NC=C(C(=O)NC2CCN(CC2)S(=O)(=O)C)C(=C1)NC(C)C